methyl 2-(piperazin-1-yl)thiazole-4-carboxylate TFA salt OC(=O)C(F)(F)F.N1(CCNCC1)C=1SC=C(N1)C(=O)OC